3-[2-(3-Chloro-phenyl)-ethoxy]-N-(2-diethylamino-ethyl)-N-{2-[2-(4-hydroxy-2-oxo-2,3-dihydro-benzothiazol-7-yl)-ethylamino]-ethyl}-propionamide ClC=1C=C(C=CC1)CCOCCC(=O)N(CCNCCC1=CC=C(C=2NC(SC21)=O)O)CCN(CC)CC